2-(1-tert-butoxycarbonyl-4-piperidyl)-7-isopropoxy-imidazo[1,2-a]pyrimidine-6-carboxylic acid C(C)(C)(C)OC(=O)N1CCC(CC1)C=1N=C2N(C=C(C(=N2)OC(C)C)C(=O)O)C1